FC12CC(C1)(C2)CNCC=2NC1=CC(=CC=C1C2)CN2N=NC(=C2)C2=C1C=NNC1=CC(=C2)[Si](=O)C 1-(3-fluoro-bicyclo[1.1.1]pent-1-yl)-N-((6-((4-(6-(methylsiloyl)-1H-indazol-4-yl)-1H-1,2,3-triazol-1-yl)methyl)-1H-indol-2-yl)methyl)methylamine